O[C@@H]1CC(C=C2CC[C@H]3[C@@H]4CCC([C@@]4(C)C[C@H]([C@@H]3[C@@]12C)O)=O)=O 1β,11α-dihydroxyandrost-4-ene-3,17-dione